C[C@@]12C=CC[C@H]1[C@@H]1CC[C@H]3CC(=O)CC[C@]3(C)[C@H]1CC2 5α-androstenone